CC=1C=CC(=C(C1)C=1C(=C(C(=CC1O)CCCCC)C1=CNC=C1)O)C(=C)C 5'-methyl-4-pentyl-2'-(prop-1-en-2-yl)-3-(1H-pyrrol-3-yl)-[1,1'-biphenyl]-2,6-diol